CC=1C=C(C=CC1)CCCO 3-(3-methylphenyl)propanol